N[C@@H](CCC)CO L-norvalinol